1-[(2-hydroxydodecyl)(3-hydroxypropyl)amino]dodecan-2-ol OC(CN(CC(CCCCCCCCCC)O)CCCO)CCCCCCCCCC